1-Cinnamyl-2-isopropyl-1H-pyrrole-3-carboxylic acid C(C=CC1=CC=CC=C1)N1C(=C(C=C1)C(=O)O)C(C)C